BrC1=NC(=C(C2=C1CC(C2)O[Si](C)(C)C(C)(C)C)Br)C=N[S@@](=O)C(C)(C)C (S)-N-((1,4-dibromo-6-((tert-butyldimethylsilyl)oxy)-6,7-dihydro-5H-cyclopenta[c]pyridin-3-yl)methylene)-2-methylpropane-2-sulfinamide